N[C@@H]1C[C@H](C1)N trans-1,3-diaminocyclobutane